N-{4-[2-(2,3-dimethylphenyl)acetylamino]pyridin-2-yl}-N-(4-fluorophenyl)ethanamide CC1=C(C=CC=C1C)CC(=O)NC1=CC(=NC=C1)N(C(C)=O)C1=CC=C(C=C1)F